CC1(C2CCC(C1)C2)C(=O)OC 2-methyl-2-methoxycarbonyl-bicyclo[2.2.1]heptane